[3-(OXOLAN-2-YLMETHOXY)PHENYL]BORANEDIOL O1C(CCC1)COC=1C=C(C=CC1)B(O)O